N1-(5-((2-(2,6-dioxopiperidin-3-yl)-1,3-dioxoisoindolin-4-yl)amino)pentyl)-N4-(4-(pyridin-2-yl)thiazol-2-yl)terephthalamide O=C1NC(CCC1N1C(C2=CC=CC(=C2C1=O)NCCCCCNC(C1=CC=C(C(=O)NC=2SC=C(N2)C2=NC=CC=C2)C=C1)=O)=O)=O